CC1(C(C(=CC=C1)C)NC(=O)N)C 1,3-dimethyl-tolylurea